2-chloro-6-(3,5-dimethoxyphenyl)-8-fluoroquinazoline ClC1=NC2=C(C=C(C=C2C=N1)C1=CC(=CC(=C1)OC)OC)F